15-propylamino-15-oxopentadecanamidoacetic acid C(CC)NC(CCCCCCCCCCCCCC(=O)NCC(=O)O)=O